OC1=CC(=C(C=C1)N1N=CC(=C1)C(=O)OCC)C ethyl 1-(4-hydroxy-2-methyl-phenyl)pyrazole-4-carboxylate